C(C)OC1=C(C(=C(C(=C1F)F)F)F)S(=O)(=O)NC1=CC(=C(C=C1)OC)F ethoxy-3,4,5,6-tetrafluoro-N-(3-fluoro-4-methoxyphenyl)benzenesulfonamide